NC1=CC(=NC(=C1)C(F)(F)F)[C@@H](C)NC1=NN=C(C2=CC=C(C=C12)N1CCOCC1)C (R)-N-(1-(4-amino-6-(trifluoromethyl)pyridin-2-yl)ethyl)-4-methyl-7-morpholino-phthalazin-1-amine